CN1C=NC2=C(C1=O)C(=NC=C2C2=CC=C(C=C2)C(F)(F)F)N[C@@H]2CCNC(C21CC1)=O (R)-3-methyl-5-((4-oxo-5-azaspiro[2.5]octan-8-yl)amino)-8-(4-(trifluoromethyl)phenyl)pyrido[4,3-d]pyrimidin-4(3H)-one